C1(CC1)C[C@H]1C[C@@H]2[C@H](N[C@H]1CC2)C(=O)N2CCC1(CN(C1)C1=NC=NC=C1OC1=C(C(=O)N(C(C)C)C(C)C)C=C(C=C1)F)CC2 2-[(4-{7-[(1s,3s,4r,6s)-6-(cyclopropylmethyl)-2-azabicyclo[2.2.2]octane-3-carbonyl]-2,7-diazaspiro[3.5]non-2-yl}pyrimidin-5-yl)oxy]-5-fluoro-N,N-di(propan-2-yl)benzamide